FC1=CC=C(C=C1)C1(CCN(CC1)C1=CN=CC(=N1)C1=CC=C(C#N)C=C1)O 4-(6-(4-(4-fluorophenyl)-4-hydroxypiperidin-1-yl)pyrazin-2-yl)benzonitrile